3-butyl-2-(3-chlorobenzyl)-3-hydroxy-2,3,4,5-tetrahydro-1H-isoindol-1-one C(CCC)C1(N(C(C=2C=CCCC12)=O)CC1=CC(=CC=C1)Cl)O